5-chloro-N,6-dimethoxy-N-methyl-1-tosyl-1H-indole-2-carboxamide ClC=1C=C2C=C(N(C2=CC1OC)S(=O)(=O)C1=CC=C(C)C=C1)C(=O)N(C)OC